(4-(6-(3,5-dimethylisoxazol-4-yl)-4-(2-phenylazetidin-1-yl)Quinazolin-2-yl)piperazin-1-yl)-N,N-dimethylethylamine CC1=NOC(=C1C=1C=C2C(=NC(=NC2=CC1)N1CCN(CC1)C(C)N(C)C)N1C(CC1)C1=CC=CC=C1)C